C(C)(=O)OC1C(CC=2C(=NC=CC21)Cl)CO[Si](C2=CC=CC=C2)(C2=CC=CC=C2)C(C)(C)C [6-[[tert-butyl(diphenyl)silyl]oxymethyl]-1-chloro-6,7-dihydro-5H-cyclopenta[c]pyridin-5-yl] acetate